pyrimidin-4-ol tert-butyl-4-[7-(methoxycarbonyl)-2-methyl-1-benzofuran-4-yl]piperazine-1-carboxylate C(C)(C)(C)C1N(CCN(C1)C1=CC=C(C2=C1C=C(O2)C)C(=O)OC)C(=O)OC2=NC=NC=C2